1,6-dimethyl-2-oxo-1,2-dihydro-1,5-naphthyridine-3-carbonitrile CN1C(C(=CC2=NC(=CC=C12)C)C#N)=O